3-eicosanoyl-tetrahydrofuran-2,5-dione C(CCCCCCCCCCCCCCCCCCC)(=O)C1C(OC(C1)=O)=O